4-bromo-3,3-ethylenedioxybutyraldehyde BrCC1(CC=O)OCCO1